5-(benzoyloxy)-4-(3-methoxyphenyl)-1-phenyl-3-(trifluoromethyl)-4,5-dihydro-1H-pyrazolo[4,3-f][1,4]oxazepin C(C1=CC=CC=C1)(=O)ON1C=COC2=C(C1C1=CC(=CC=C1)OC)C(=NN2C2=CC=CC=C2)C(F)(F)F